C1(CC1)C1=CC(=C(C(=O)NC(NC=2C(=NC=CC2)C)=O)C=C1)F 4-cyclopropyl-2-fluoro-N-((2-methylpyridin-3-yl)carbamoyl)benzamide